Cl.CC1=CNC=2N=CN=C(C21)N2CCSC(=C2)C=2C=C1CCNCC1=CC2 4-(5-Methyl-7H-pyrrolo[2,3-d]pyrimidin-4-yl)-6-(1,2,3,4-tetrahydroisoquinolin-6-yl)-3,4-dihydro-2H-1,4-thiazine hydrochloride